tert-butyl (1R,5S)-3-(4-{[(2R,7aS)-2-fluoro-hexahydropyrrolizin-7a-yl]methoxy}-6-ethenyl-1,3,5-triazin-2-yl)-3,8-diazabicyclo[3.2.1]octane-8-carboxylate F[C@@H]1C[C@@]2(CCCN2C1)COC1=NC(=NC(=N1)C=C)N1C[C@H]2CC[C@@H](C1)N2C(=O)OC(C)(C)C